FC1=CC=C(C2=CC=CC=C12)CO (4-fluoronaphthalen-1-yl)methanol